ethyl-(5,6,7,8-tetrahydro-1,6-naphthyridin-2-yl)-phosphinic acid hydrochloride Cl.C(C)P(O)(=O)C1=NC=2CCNCC2C=C1